O1NC(CC2=C1C=CC=C2)=O BENZOOXAZINON